ClC1=C(C#N)C=CC(=C1)OC1C[C@H]2CC[C@@H](C1)N2C(C2=CC=C(C=C2)N2CCC(CC2)C=O)=O 2-chloro-4-(((1R,3r,5S)-8-(4-(4-formylpiperidin-1-yl)benzoyl)-8-azabicyclo[3.2.1]octan-3-yl)oxy)benzonitrile